methyl 4-[4-[tert-butoxycarbonyl(cyclopropyl)amino]-1-piperidyl]-2-methyl-pyrazolo-[3,4-c]pyridine-7-carboxylate C(C)(C)(C)OC(=O)N(C1CCN(CC1)C=1C=2C(C(=NC1)C(=O)OC)=NN(C2)C)C2CC2